C(#C)C=1C(=CC2=C(NC(=N2)C)C1F)F 6-ethynyl-5,7-difluoro-2-methyl-1H-benzo[d]imidazole